C(C(=C)C)(=O)OCCNC(=O)NC=1NC(=CC(N1)=O)C 2-(3-(6-methyl-4-oxo-1,4-di-hydropyrimidin-2-yl) ureido)-ethyl methacrylate